C(C)OC1=CC=C(C=N1)C1=C(N=CC(=N1)C(=O)N/N=C/C1=C(C=CC(=C1)OC)F)O (E)-6-(6-ethoxypyridin-3-yl)-N'-(2-fluoro-5-methoxybenzylidene)-5-hydroxypyrazine-2-carbohydrazide